FC1=C(C=C(CNC(=O)C=2OC=C(N2)C2=NC(=NC=C2C)NC2=CC=NN2C)C=C1)CF N-(4-fluoro-3-(fluoromethyl)benzyl)-4-(5-methyl-2-((1-methyl-1H-pyrazol-5-yl)amino)pyrimidin-4-yl)oxazole-2-carboxamide